tert-Butyl (2S)-2-[[7-(8-chloro-1-naphthyl)-4-hydroxy-6,8-dihydro-5H-pyrido[3,4-d]pyrimidin-2-yl]oxymethyl]pyrrolidine-1-carboxylate ClC=1C=CC=C2C=CC=C(C12)N1CC=2N=C(N=C(C2CC1)O)OC[C@H]1N(CCC1)C(=O)OC(C)(C)C